9-(4-(5-bromopyrimidin-2-yl)piperazin-1-yl)-6,7-dimethoxynaphtho[2,3-c]furan-1(3H)-one BrC=1C=NC(=NC1)N1CCN(CC1)C1=C2C=C(C(=CC2=CC2=C1C(OC2)=O)OC)OC